6-hydroxy-1,4-dimethyl-1-phenyl-2,3,3a,4-tetrahydro-1H-pyrido[2,1-f]pyrrolo[1,2-b][1,2,4]triazine-5,7-dione OC=1C(C=CN2N3C(N(C(C21)=O)C)CCC3(C3=CC=CC=C3)C)=O